(1-(1-(1-acetylpiperidin-4-yl)azetidin-3-yl)-3-(difluoromethyl)-1H-pyrazol-4-yl)-6-(1-(2-cyanopropan-2-yl)-1H-pyrazol-4-yl)-2-pyridineamide C(C)(=O)N1CCC(CC1)N1CC(C1)N1N=C(C(=C1)C=1C(=NC(=CC1)C=1C=NN(C1)C(C)(C)C#N)C(=O)N)C(F)F